lithium fluorocinnamate FC(C(=O)[O-])=CC1=CC=CC=C1.[Li+]